2-cyclopropyl-6-(trifluoromethyl)pyridin-3-amine C1(CC1)C1=NC(=CC=C1N)C(F)(F)F